2-[1-[2-(6,6-difluoro-2-azaspiro[3.3]heptan-2-yl)-3,6-dimethyl-4-oxoquinazolin-8-yl]ethyl-amino]benzoic acid FC1(CC2(CN(C2)C2=NC3=C(C=C(C=C3C(N2C)=O)C)C(C)NC2=C(C(=O)O)C=CC=C2)C1)F